C(C)(=O)O[C@@H]1C(CC=2C=C3N(C=CN(C3=O)C3=NC=CC(=C3C=O)Cl)C21)(C)C |r| (RS)-2-(4-chloro-3-formylpyridin-2-yl)-7,7-dimethyl-1-oxo-1,6,7,8-tetrahydro-2H-cyclopenta[4,5]pyrrolo[1,2-a]pyrazin-6-yl acetate